C1=CC=C2C(=C1)C(C3=CC=CC=C32)COC(=O)NCCOCCOCC(=O)O fmoc-8-amino-3,6-dioxaoctanoic acid